3-(6-oxo-1'-((5,6,7,8-tetrahydronaphthalen-1-yl)methyl)-6,8-dihydro-2H,7H-spiro[furo[2,3-e]isoindole-3,4'-piperidin]-7-yl)piperidine-2,6-dione O=C1N(CC2=C3C(=CC=C12)C1(CCN(CC1)CC1=CC=CC=2CCCCC12)CO3)C3C(NC(CC3)=O)=O